C1CN(C(=O)N1)C2=NC=C(S2)[N+](=O)[O-] NITROTHIAZOLE